COCCNCC(=O)OCCNCC(=O)OCCOCCOCCOCC(=O)OCC(COCCCCCCCC\C=C/CCCCCCCC)OCCCCCCCC\C=C/CCCCCCCC 2-[[2-[2-[2-[2-[2-[2,3-bis[(Z)-octadec-9-enoxy]propoxy]-2-oxo-ethoxy]ethoxy]ethoxy]ethoxy]-2-oxo-ethyl]amino]ethyl 2-(2-methoxyethylamino)acetate